10-Hydroxy-heptacosa-12,15-dienoic acid OC(CCCCCCCCC(=O)O)CC=CCC=CCCCCCCCCCCC